ClC1=C(C=C(C=C1OC)OC)C=1C=C(C(N(C1C1=C(C=C(C=C1)F)Cl)CC)=O)C#N 5-(2-chloro-3,5-dimethoxyphenyl)-6-(2-chloro-4-fluorophenyl)-1,2-dihydro-1-ethyl-2-oxo-3-pyridinecarbonitrile